FC(S(=O)(=O)[O-])(F)F.[Dy+3].FC(S(=O)(=O)[O-])(F)F.FC(S(=O)(=O)[O-])(F)F dysprosium(III) trifluoromethanesulphonate